N1(C=NC=C1)C1=CC(=NC=C1)NC1=NC(=NN2C1=C(C(=C2)C2=NN(C=C2)C)C)C=2N(C=CN2)C N-(4-(1H-imidazol-1-yl)pyridin-2-yl)-5-methyl-2-(1-methyl-1H-imidazol-2-yl)-6-(1-methyl-1H-pyrazol-3-yl)pyrrolo[2,1-f][1,2,4]triazin-4-amine